azobenzene boron [B].N(=NC1=CC=CC=C1)C1=CC=CC=C1